ClC1=C(CC2=CC=C(C=C2)OCC)C=C(C=C1)I 4-(2-chloro-5-iodobenzyl)phenetole